methyl-(4-butyl-phenyl)trimethylsilane CC[Si](C)(C)C1=CC=C(C=C1)CCCC